tri-tert-butyl (4S,8S,15S)-15-amino-16-(anthracen-9-yl)-1,6,14-trioxo-2,5,7,13-tetraazahexadecane-1,4,8-tricarboxylate N[C@H](C(NCCCC[C@H](NC(N[C@@H](CNC(C(=O)OC(C)(C)C)=O)C(=O)OC(C)(C)C)=O)C(=O)OC(C)(C)C)=O)CC=1C2=CC=CC=C2C=C2C=CC=CC12